NC=1C(NC2=C3C=CC=NC3=C(C=C2C1C1=C2C=NNC2=C(C=C1)F)SC(F)F)=O 3-Amino-6-(difluoromethylsulfanyl)-4-(7-fluoro-1H-indazol-4-yl)-1H-1,7-phenanthrolin-2-one